(1R,3S,6S)-N-(4-chloro-3-(1-methyl-1H-1,2,4-triazol-3-yl)phenyl)-3-methyl-1-(5-methyl-1,3,4-oxadiazol-2-yl)-7-azabicyclo[4.1.1]octane-7-carboxamide ClC1=C(C=C(C=C1)NC(=O)N1[C@H]2CC[C@@H](C[C@@]1(C2)C=2OC(=NN2)C)C)C2=NN(C=N2)C